Cl.FC1(C(C1)(C)C1=CC2=C([C@@H](CO2)NC)C=C1)F (3S)-6-(2,2-difluoro-1-methylcyclopropyl)-N-methyl-2,3-dihydrobenzofuran-3-amine hydrogen chloride